[trans-3-(4-chlorophenyl)cyclobutyl]oxyl-2-(3-hydroxyisoxazol-5-yl)pyridinium trifluoroacetate FC(C(=O)[O-])(F)F.ClC1=CC=C(C=C1)[C@@H]1C[C@H](C1)O[N+]1=C(C=CC=C1)C1=CC(=NO1)O